diisopropyl 2,6-dimethyl-1,4-dihydropyridine-3,5-dicarboxylate CC=1NC(=C(CC1C(=O)OC(C)C)C(=O)OC(C)C)C